2-(8-anilino-5,6,7,8-tetrahydronaphthalen-1-yl)-N-(2,6-diisopropylphenyl)quinolin-8-amidohafnium N(C1=CC=CC=C1)C1CCCC=2C=CC=C(C12)C1=NC2=C(C=CC=C2C=C1)C(=O)N(C1=C(C=CC=C1C(C)C)C(C)C)[Hf]